ClC=1N=NC(=CC1N1CC(CC1)F)Cl 3,6-dichloro-4-(3-fluoropyrrolidin-1-yl)pyridazine